2-cyano-3-(thiazol-2-yl)acrylic acid C(#N)C(C(=O)O)=CC=1SC=CN1